C1(CC1)C=1C=NC(=C(C(=O)O)C1)NC=1C=C2C=CN(C2=C(C1)C1=C(C=CC=C1)OC(F)(F)F)C 5-cyclopropyl-2-((1-methyl-7-(2-(trifluoromethoxy)phenyl)-1H-indol-5-yl)amino)nicotinic acid